((1R,5S,6s)-6-((4-(2-aminopropan-2-yl)-6-(4-fluorophenyl)pyridin-2-yl)oxy)-3-azabicyclo[3.1.0]hexan-3-yl)(1-methyl-3-(thiazol-4-yl)-1H-pyrazol-5-yl)methanone NC(C)(C)C1=CC(=NC(=C1)C1=CC=C(C=C1)F)OC1[C@@H]2CN(C[C@H]12)C(=O)C1=CC(=NN1C)C=1N=CSC1